C(C)C(C(=O)O)(CC)N (S)-ethyl-2-aminobutyric acid